1-methoxy-2-azaspiro[4.5]decane-2-carboxylic acid COC1N(CCC12CCCCC2)C(=O)O